O1COC2=C1C=CC(=C2)/C=C/C=C/C(=O)N2CCN(CC2)C2=NC=C(C=N2)CC (2e,4e)-5-(benzo[d][1,3]dioxol-5-yl)-1-(4-(5-ethylpyrimidin-2-yl)piperazin-1-yl)penta-2,4-dien-1-one